4-((R)-4-propenoyl-3-methylpiperazin-1-yl)-7-(2-amino-3,5-dichloro-6-fluorophenyl)-6-chloro-8-fluoro-1-(((S)-1-methyl-pyrrolidin-2-yl)methyl)-2-oxo-1,2-dihydroquinoline-3-carbonitrile C(C=C)(=O)N1[C@@H](CN(CC1)C1=C(C(N(C2=C(C(=C(C=C12)Cl)C1=C(C(=CC(=C1F)Cl)Cl)N)F)C[C@H]1N(CCC1)C)=O)C#N)C